1-Methyl-5-((2-methyl-6-nitro-phenyl)amino)-1H-pyrazole-4-carbaldehyde CN1N=CC(=C1NC1=C(C=CC=C1[N+](=O)[O-])C)C=O